CN(S(=O)=O)C bismethylsulfonamide